3,9-Bis(2,4-di-tert-butylphenoxy)-2,4,8,10-tetraoxa-3,9-diphosphaspiro-[5.5]undecan C(C)(C)(C)C1=C(OP2OCC3(CO2)COP(OC3)OC3=C(C=C(C=C3)C(C)(C)C)C(C)(C)C)C=CC(=C1)C(C)(C)C